6-(6-methylpyridazin-3-yl)sulfanyl-3-(4,4,5,5-tetramethyl-1,3,2-dioxaborolan-2-yl)pyrazolo[1,5-a]pyridine CC1=CC=C(N=N1)SC=1C=CC=2N(C1)N=CC2B2OC(C(O2)(C)C)(C)C